N-(5-(1-acryloyl-5,5-difluoropiperidine-3-carboxamido)pyridin-2-yl)-6-(1H-pyrazol-5-yl)picolinamide C(C=C)(=O)N1CC(CC(C1)(F)F)C(=O)NC=1C=CC(=NC1)NC(C1=NC(=CC=C1)C1=CC=NN1)=O